((1s,4R)-4-(hydroxymethyl)-4-(trifluoromethyl)cyclohexyl)-4-azaspiro[2.5]octane-7-carboxamide OCC1(CCC(CC1)C1CC12NCCC(C2)C(=O)N)C(F)(F)F